FC1=CC(=CC2=C1CC1(CCN(CC1)C)O2)B2OC(C(O2)(C)C)(C)C 4-fluoro-1'-methyl-6-(4,4,5,5-tetramethyl-1,3,2-dioxaborolan-2-yl)-3H-spiro[benzofuran-2,4'-piperidine]